NCC[C@H](CSC1=CC=CC=C1)NC1=C(C=C(C=C1)S(=O)(=O)NC(C1=CC=C(C=C1)N1CCC(CC1)[C@H](O)C1=C(C=CC=C1)C1=CC=C(C=C1)Cl)=O)S(=O)(=O)C(F)(F)F N-((4-(((R)-4-amino-1-(phenylthio)butan-2-yl)amino)-3-((trifluoromethyl)sulfonyl)phenyl)sulfonyl)-4-(4-((S)-(4'-chloro-[1,1'-biphenyl]-2-yl)(hydroxy)methyl)piperidin-1-yl)benzamide